N-Methyl[5-(p-chlorophenyl)-6-(1-{[p-(trifluoromethyl)phenyl]methyl}-1H-pyrazol-4-yl)-4-pyrimidinyl]amine CNC1=NC=NC(=C1C1=CC=C(C=C1)Cl)C=1C=NN(C1)CC1=CC=C(C=C1)C(F)(F)F